1-(6-cyclopropyl-4-methoxypyrimidin-5-yl)-3-methylpyrazolo[3,4-c]pyridine C1(CC1)C1=C(C(=NC=N1)OC)N1N=C(C=2C1=CN=CC2)C